OC(C)(C)C1=CC=C(C=N1)C1=CN=C2C(=N1)N(C(CN2)=O)CC2=CC=C(C=C2)C(F)(F)F 7-(6-(2-hydroxypropan-2-yl)pyridin-3-yl)-1-(4-(trifluoromethyl)benzyl)-3,4-dihydropyrazino[2,3-b]pyrazin-2(1H)-one